N-[[4-[2-(2-amino-3-pyridyl)-6-phenyl-benzimidazol-1-yl]phenyl]methyl]-4-(5-hydroxy-3-methyl-pyrazol-1-yl)benzamide NC1=NC=CC=C1C1=NC2=C(N1C1=CC=C(C=C1)CNC(C1=CC=C(C=C1)N1N=C(C=C1O)C)=O)C=C(C=C2)C2=CC=CC=C2